tert-butyl (2-methyl-3-((5-(2-oxopyrrolidin-1-yl)pyrazin-2-yl)amino)propyl)carbamate CC(CNC(OC(C)(C)C)=O)CNC1=NC=C(N=C1)N1C(CCC1)=O